(S)-tert-butyl (3-amino-1,1-difluoropropan-2-yl)carbamate NC[C@@H](C(F)F)NC(OC(C)(C)C)=O